[1-(6-methoxypyrimidin-4-yl)-4-piperidinyl]-[(3S)-3-(3,5-difluorophenyl)isoxazolidin-2-yl]methanone COC1=CC(=NC=N1)N1CCC(CC1)C(=O)N1OCC[C@H]1C1=CC(=CC(=C1)F)F